2-(1-acryloyl-4-(2-(3-(dimethylamino)azetidin-1-yl)-7-(8-fluoro-3,4-dihydroquinolin-1(2H)-yl)-5,6,7,8-tetrahydroquinazolin-4-yl)piperazin-2-yl)acetonitrile C(C=C)(=O)N1C(CN(CC1)C1=NC(=NC=2CC(CCC12)N1CCCC2=CC=CC(=C12)F)N1CC(C1)N(C)C)CC#N